CC1(CCC(CC1)CNCCNC(OC(C)(C)C)=O)C tert-Butyl N-[2-[(4,4-dimethylcyclohexyl)methylamino]ethyl]carbamate